3-amino-1-[9-(trifluoromethyl)-1,4,7,8-tetraazabicyclo[4.3.0]non-6,8-dien-4-yl]-4-(2,4,5-trifluorophenyl)butan-1-one NC(CC(=O)N1CCN2C(=NN=C2C1)C(F)(F)F)CC1=C(C=C(C(=C1)F)F)F